Undecane-9-carboxylic acid tert-butyl ester C(C)(C)(C)OC(=O)C(CCCCCCCC)CC